8-tert-butoxycarbonyl-8-azabicyclo[3.2.1]octane-3-carboxylic acid C(C)(C)(C)OC(=O)N1C2CC(CC1CC2)C(=O)O